C(C)(C)(C)C1=C(C=CC=2N(C3=CC=C(C=C3C(C12)(C)C)C)C(=O)O)Br.BrC1=CC=2C(C3=CC=C(C=C3N(C2C=C1)C(=O)OC(C)(C)C)OC)(C)C tert-butyl 2-bromo-6-methoxy-9,9-dimethylacridine-10(9H)-carboxylate {tert-butyl 2-bromo-7,9,9-trimethylacridine-10(9H)-carboxylate}